FC=1C=C(C=CC1C1CCN(CC1)CC1(CCNCC1)O)NC1C(NC(CC1)=O)=O 3-((3-fluoro-4-(1-((4-hydroxypiperidin-4-yl)methyl)piperidin-4-yl)phenyl)amino)piperidine-2,6-dione